bis(methylcyclopentadienyl)-titanium CC1(C=CC=C1)[Ti]C1(C=CC=C1)C